C1(=CC=CC=2C3=CC=CC=C3CC12)COC(=O)NC(C(=O)O)CC 2-(fluorenylmethoxycarbonyl-amino)butanoic acid